9-(4-aminophenyl)-N-(4-aminophenyl)adenine NC1=CC=C(C=C1)N1C2=NC=NC(=C2N=C1)NC1=CC=C(C=C1)N